ClC1=C2C(=NC=C1)NC(=C2)C2=CC(=CC(=C2)OCC2CCOCC2)F 4-Chloro-2-(3-fluoro-5-((tetrahydro-2H-pyran-4-yl)methoxy)phenyl)-1H-pyrrolo[2,3-b]pyridine